tert-butyl (4-{[3-(2,2,2-trifluoroacetamido)pyridin-2-yl]ethynyl}pyridin-2-yl)carbamate tert-butyl-N-[4-[2-(3-amino-2-pyridyl)ethynyl]-2-pyridyl]carbamate C(C)(C)(C)OC(NC1=NC=CC(=C1)C#CC1=NC=CC=C1N)=O.FC(C(=O)NC=1C(=NC=CC1)C#CC1=CC(=NC=C1)NC(OC(C)(C)C)=O)(F)F